OCC(CO)N1CCC(CC1)N1C(N(C2=C1C=CC(=C2)C(=O)N)C2=NC=C(C=C2)C(F)(F)F)=O (1-(1,3-Dihydroxypropan-2-yl)piperidin-4-yl)-2-oxo-3-(5-(trifluoromethyl)pyridin-2-yl)-2,3-dihydro-1H-benzo[d]imidazole-5-carboxamide